ethyl (S)-3-(4-fluorobiphenyl-3-yl)-3-(3-(4-hydroxy-1-methyl-2-oxo-1,2-dihydropyridin-3-yl) ureido)propanoate FC1=C(C=C(C=C1)C1=CC=CC=C1)[C@H](CC(=O)OCC)NC(=O)NC=1C(N(C=CC1O)C)=O